((difluoromethyl)-sulfonyl)benzene FC(S(=O)(=O)C1=CC=CC=C1)F